(bicyclo[2.2.1]hept-2,5-diene) molybdenum (0) [Mo].C12C=CC(C=C1)C2